2-(6-(1,4-diazepan-1-yl)-2-(2,3-dihydrobenzofuran-5-yl)-5-ethyl-7-oxo-[1,2,4]triazolo[1,5-a]pyrimidin-4(7H)-yl)-N-(2-chloro-4-(trifluoromethyl)phenyl)acetamide N1(CCNCCC1)C1=C(N(C=2N(C1=O)N=C(N2)C=2C=CC1=C(CCO1)C2)CC(=O)NC2=C(C=C(C=C2)C(F)(F)F)Cl)CC